2-(4-(2-(3-methoxyoxetan-3-yl)-4-methylpyridin-3-yl)piperidin-1-yl)-8-(piperazin-1-yl)-5,6,7,7a,8,9-hexahydroazeto[1,2-a]pyrido[3,4-f]azepine COC1(COC1)C1=NC=CC(=C1C1CCN(CC1)C1=CC2=C(CCCC3N2CC3N3CCNCC3)C=N1)C